N-[4-(2,6-dimethylphenyl)-6-[3-(4-methylpiperazin-1-yl)phenoxy]pyrimidin-2-yl]-1-methyl-pyrazole-4-sulfonamide CC1=C(C(=CC=C1)C)C1=NC(=NC(=C1)OC1=CC(=CC=C1)N1CCN(CC1)C)NS(=O)(=O)C=1C=NN(C1)C